exo-5-hexyl-4-phenyl-3a-(1-phenylvinyl)-1,2,3,3a,6,6a-hexahydropentalene-1-carboxamide C(CCCCC)C1=C(C2(CCC(C2C1)C(=O)N)C(=C)C1=CC=CC=C1)C1=CC=CC=C1